N-(2,6-dimethylphenyl)bicyclo[2.2.1]heptane-3-carboxamide CC1=C(C(=CC=C1)C)NC(=O)C1CC2CCC1C2